2-[(1-benzylpiperidin-4-yl)methyl]-6-pyrazol-1-ylpyridazin-3-one C(C1=CC=CC=C1)N1CCC(CC1)CN1N=C(C=CC1=O)N1N=CC=C1